O[C-]([CH2-])[CH2-].[Na+].[Na+].[Na+] sodium 2-hydroxypropanetriide